methyl-5-(4,4,5,5-tetramethyl-1,3,2-dioxaborolan-2-yl)-1,3-benzoxazole CC=1OC2=C(N1)C=C(C=C2)B2OC(C(O2)(C)C)(C)C